5-bromo-3-fluoro-1H-indazole-7-sulfonyl chloride BrC=1C=C2C(=NNC2=C(C1)S(=O)(=O)Cl)F